2-{[(3S)-3-(1H-indol-3-yl)piperidin-1-yl]methyl}phenol N1C=C(C2=CC=CC=C12)[C@H]1CN(CCC1)CC1=C(C=CC=C1)O